methyl 4-(2-morpholino-2-oxoethyl)benzoate O1CCN(CC1)C(CC1=CC=C(C(=O)OC)C=C1)=O